COC=1C=C2C(=CN(C(C2=CC1OC)=O)C1=C(C#N)C=CC=C1)C(=O)N1CCCCC1 (6,7-Dimethoxy-1-oxo-4-(piperidine-1-carbonyl)isoquinoline-2(1H)-yl)benzonitrile